C(C)(=O)NC1=CC=C(C=C1)NC(C(C1=CC(=CC=C1)F)Cl)=O N-(4-acetamidophenyl)-2-chloro-2-(3-fluorophenyl)acetamide